C(OC)(OCCCC12CC3CC(CC(C1)C3)C2)=O methyl 3-(1-adamantyl)propyl carbonate